1-(N-((1S,2R)-2-(6-fluoro-2,3-dimethylphenyl)-1-(5-oxo-4,5-dihydro-1,3,4-oxadi-azol-2-yl)propyl)sulfamoyl)-N-methylpiperidine-4-carboxamide FC1=CC=C(C(=C1[C@H]([C@@H](C=1OC(NN1)=O)NS(=O)(=O)N1CCC(CC1)C(=O)NC)C)C)C